ClC1=C(C#N)C=C(C=C1)C1=CC=2C3=C(C=NC2C=C1)N(C(N3C3=C(C=CC(=C3)C#N)C)=N)C 2-Chloro-5-(1-(5-cyano-2-methylphenyl)-2-imino-3-methyl-2,3-dihydro-1H-imidazo[4,5-c]quinolin-8-yl)benzonitrile